C1(=CC=CC=C1)C1=NC(=NC(=N1)C1=CC=CC=C1)C=1C=C(C=CC1)C1=C2C=CC=CC2=C(C2=CC=CC=C12)C=1C=C(C=CC1)P(C)C (3-(10-(3-(4,6-diphenyl-1,3,5-triazin-2-yl)phenyl)anthracen-9-yl)phenyl)dimethylphosphine